Sodium [32-methyl-20-oxo-14-oxa-8,9,10,21-tetraazahexacyclo[19.5.3.216,19.13,7.06,10.024,28]dotriaconta-1(26),3(32),4,6,8,16,18,24,27,30-decaen-2-yl]acetate CC=1C2=C3C=CC1C(C1=CC=C4CCN(C(C5=CC=C(COCCCN3N=N2)C=C5)=O)CC4=C1)CC(=O)[O-].[Na+]